NC1=NN2C(C=C(C=C2)C2=CC(=CN(C2=O)C)C(=O)NC(C)C2=C(C=CC=C2)OC(F)(F)F)=N1 5-(2-amino-[1,2,4]triazolo[1,5-a]pyridin-7-yl)-1-methyl-6-oxo-N-(1-(2-(trifluoromethoxy)phenyl)ethyl)-1,6-dihydropyridine-3-carboxamide